OCC1=NC=2C(NC(=NC2NC1)N)=O 7,8-dihydro-6-hydroxymethylpterin